di-tertbutyl(4-dimethylaminophenyl)phosphine C(C)(C)(C)P(C1=CC=C(C=C1)N(C)C)C(C)(C)C